ClC=1N=C(C2=C(N1)CCC2)N2CCCCCC2 1-[2-chloro-5H,6H,7H-cyclopenta[d]pyrimidin-4-yl]azepane